COC1=NC=C(C(=N1)OC)C1=CC(=C(N=N1)N)C1C(C1)C(F)(F)F 6-(2,4-dimethoxypyrimidin-5-yl)-4-(2-(trifluoromethyl)cyclopropyl)pyridazin-3-amine